ClC=1C=CC2=C(NC(=N2)CN2CCNCC2)C1 6-chloro-2-(piperazin-1-ylmethyl)-1H-benzo[d]imidazole